tert-butyl (2R,5S)-4-(6-chloro-1-(2-isopropyl-4-methylpyridin-3-yl)-7-(2-methoxy-3-methylphenyl)-2-oxo-1,2-dihydropyrido[2,3-d]pyrimidin-4-yl)-2,5-dimethylpiperazine-1-carboxylate ClC1=CC2=C(N(C(N=C2N2C[C@H](N(C[C@@H]2C)C(=O)OC(C)(C)C)C)=O)C=2C(=NC=CC2C)C(C)C)N=C1C1=C(C(=CC=C1)C)OC